C(CC)N(C(=O)C=1N=C(SC1)C=1C=NN(C1)C=1C=NC=CC1)[C@@H]1CNCC1 N-propyl-2-[1-(pyridin-3-yl)-1H-pyrazol-4-yl]-N-[(3S)-pyrrolidin-3-yl]-1,3-thiazole-4-carboxamide